C[C@]12CC[C@H]3[C@H]([C@@H]1CCC2=O)CCC4=C3C=CC(=C4)O[C@H]5[C@@H]([C@H]([C@@H]([C@H](O5)C(=O)[O-])O)O)O The molecule is a steroid glucuronide anion that is the conjugate base of estrone 3-O-(beta-D-glucuronide) arising from deprotonation of the carboxylic acid function; major species at pH 7.3. It is a steroid glucosiduronic acid anion and a beta-D-glucosiduronate. It is a conjugate base of an estrone 3-O-(beta-D-glucuronide).